FC1=CC(=C(C(=C1)OC)C(C)=O)O 1-(4-fluoro-2-hydroxy-6-methoxyphenyl)-1-ethanone